[O-]CCC.C(C=C)(=O)OC1=C(C=CC=C1)CCCCCCCCC nonylphenol acrylate propoxide